COC=1C(=CC(=C(C1)N1CCN(CC1)C1CCC2(CCNCC2)CC1)C=1C=NN(C1)C)[N+](=O)[O-] 9-(4-(5-methoxy-2-(1-methyl-1H-pyrazol-4-yl)-4-nitrophenyl)piperazin-1-yl)-3-azaspiro[5.5]undecane